morpholine-4-formate N1(CCOCC1)C(=O)[O-]